4-(5-cyclopropyl-1,2,4-oxadiazol-3-yl)-N-(5,6-difluoro-1H-indol-3-yl)benzamide C1(CC1)C1=NC(=NO1)C1=CC=C(C(=O)NC2=CNC3=CC(=C(C=C23)F)F)C=C1